4-((3-chloro-4-fluorophenyl)amino)-6-cyano-1H-indole-2-carboxylic acid ClC=1C=C(C=CC1F)NC1=C2C=C(NC2=CC(=C1)C#N)C(=O)O